methyl (S)-2-((tert-butoxycarbonyl)amino)-4-((2-methoxyethyl)((1R,3R)-3-(2-(5,6,7,8-tetrahydro-1,8-naphthyridin-2-yl)ethyl)cyclobutyl)amino)butanoate C(C)(C)(C)OC(=O)N[C@H](C(=O)OC)CCN(C1CC(C1)CCC1=NC=2NCCCC2C=C1)CCOC